tert-butyl (2R,3S,4S)-4-[(tert-butyldimethylsilyl)oxy]-3-[(4-nitrophenoxycarbonyl)oxy]-2-[(4-nitrophenyl)methyl]pyrrolidine-1-carboxylate [Si](C)(C)(C(C)(C)C)O[C@@H]1[C@H]([C@H](N(C1)C(=O)OC(C)(C)C)CC1=CC=C(C=C1)[N+](=O)[O-])OC(=O)OC1=CC=C(C=C1)[N+](=O)[O-]